COC1=CC2=C(N(N=N2)C2CCN(CC2)CCS(=O)(=O)F)C=C1 2-(4-(5-methoxy-1H-benzo[d][1,2,3]triazol-1-yl)piperidin-1-yl)ethane-1-sulfonyl fluoride